(3-Methoxy-4-{[2-(trifluoromethyl)phenyl]methoxy}phenyl)-2H,6H,7H-pyrazolo[3,4-b]pyridin-6-one COC=1C=C(C=CC1OCC1=C(C=CC=C1)C(F)(F)F)N1N=C2NC(C=CC2=C1)=O